(2-(2-((2-(3,4-difluorophenyl)-2,2-difluoroethyl)amino)-2-oxoethoxy)phenyl)phosphonic acid FC=1C=C(C=CC1F)C(CNC(COC1=C(C=CC=C1)P(O)(O)=O)=O)(F)F